C1(=CC=CC=C1)S(=O)(=O)N1C=C(C=2C1=NC(=CC2)C2CCN(CC2)C(=O)OC(C)(C)C)Br.OC(CCO)NC2=CC=C(C=C2)N N-(1,3-dihydroxypropyl) p-phenylenediamine Tert-butyl 4-[1-(benzenesulfonyl)-3-bromo-pyrrolo[2,3-b]pyridin-6-yl]piperidine-1-carboxylate